BrC1=C(C#N)C=C(C=C1)OC=1C=NC=C(C1)C1=CC(=C(C=C1)F)F 2-bromo-5-((5-(3,4-difluorophenyl)pyridin-3-yl)oxy)benzonitrile